2-(3,4-Dichlorobenzyl)-5-methyl-4-phenylimidazole ClC=1C=C(CC=2NC(=C(N2)C2=CC=CC=C2)C)C=CC1Cl